C1(=CC=CC=C1)S(=O)(=O)OC1=C(C=CC=C1)NC(=O)NC1=CC(=CC=C1)OS(=O)(=O)C1=CC=C(C)C=C1 N-[2-(benzenesulfonyloxy)phenyl]-N'-[3-(p-toluenesulfonyloxy)phenyl]urea